5,6-dihydroxy-6-methylheptanoic acid OC(CCCC(=O)O)C(C)(C)O